O=C1NC(CC[C@@H]1C1=CC(=NC=C1)N1CCC(CC1)C(=O)OC(C)(C)C)=O |r| rac-tert-butyl 1-{4-[(3R)-2,6-dioxopiperidin-3-yl]pyridin-2-yl}piperidine-4-carboxylate